2-(4-methoxyphenyl)-3-(3,5-dimethoxyphenyl)-6-methoxy-4-benzofurancarboxylic acid-4-acetylphenyl ester C(C)(=O)C1=CC=C(C=C1)OC(=O)C=1C=C(C=C2C1C(=C(O2)C2=CC=C(C=C2)OC)C2=CC(=CC(=C2)OC)OC)OC